tri-isopropoxy borate B(OOC(C)C)(OOC(C)C)OOC(C)C